3-[trans-2-(methoxycarbonyl)cyclopropanecarbonyl]-3,6-diazabicyclo[3.1.1]heptane-6-carboxylic acid tert-butyl ester C(C)(C)(C)OC(=O)N1C2CN(CC1C2)C(=O)[C@H]2[C@@H](C2)C(=O)OC